(3AR,3BS,4S,4AS,5AS)-2-OXOOCTAHYDROCYCLOPROPA[3,4]CYCLOPENTA[1,2-B]FURAN-4-CARBALDEHYDE O=C1C[C@H]2[C@@H](O1)C[C@H]1[C@@H]2[C@H]1C=O